CC1(CC(CCC1)=O)C 3,3-dimethyl-cyclohexan-1-one